ClC=1C=C(C=CC1F)NC(N(C)[C@H]1C[S@](CC=2NC(C=3C=C(C=CC3C21)F)=O)=O)=O 3-(3-chloro-4-fluorophenyl)-(1R)-(8-fluoro-3R-oxido-6-oxo-1,4,5,6-tetrahydro-2H-thiopyrano[3,4-c]isoquinolin-1-yl)-1-methylurea